1-{2-[(1S)-1-aminoethyl]-4-chlorobenzyl}-2-thioxo-1,2,3,5-tetrahydro-4H-pyrrolo[3,2-d]pyrimidin-4-one N[C@@H](C)C1=C(CN2C(NC(C3=C2C=CN3)=O)=S)C=CC(=C1)Cl